ClC1=CC(=C(COC=2C=C(C=CC2)C2=CC(=C(C=C2)CC2=NC3=C(N2CCOC)C=CC=C3)F)C=C1)F 2-((3'-(4-Chloro-2-fluorobenzyloxy)-3-fluorobiphenyl-4-yl)methyl)-1-(2-methoxyethyl)-1H-benzo[d]imidazol